N1(CCCC1)CCC1=CNC2=CC=CC(=C12)OC(C)=O acetic acid 3-(2-(pyrrolidin-1-yl) ethyl)-1H-indol-4-yl ester